C1(CCC1)C1C(NC=2C=C(C=C3C2N1C=N3)CO)=O 4-cyclobutyl-8-(hydroxymethyl)-4H-imidazo[1,5,4-de]quinoxalin-5(6H)-one